CN(CCC1=C(C=CC(=N1)NC=1C2=C(C(=NC1)C1=C3C(=NC=C1)N(C=C3)C)CNC2=O)[C@@H]2COCC2)C (R)-7-((6-(2-(dimethylamino)-ethyl)-5-(tetrahydrofuran-3-yl)pyridin-2-yl)amino)-4-(1-methyl-1H-pyrrolo[2,3-b]pyridin-4-yl)-2,3-dihydro-1H-pyrrolo[3,4-c]pyridin-1-one